O=C1OC(CC1C1CC(C2=C(C1)C(=O)OC2=O)C)=O 5-(2,5-dioxotetrahydro-3-furanyl)-3-methyl-cyclohexene-1,2-dicarboxylic acid anhydride